BrC1=NC=CC(=C1)OC=1C(=NC(=CC1)[N+](=O)[O-])C 3-((2-bromopyridin-4-yl)oxy)-2-methyl-6-nitropyridine